(4-(6-fluoroquinolin-4-yl)piperazin-1-yl)(pyrrolidin-3-yl)methanone FC=1C=C2C(=CC=NC2=CC1)N1CCN(CC1)C(=O)C1CNCC1